N-(1-oxo-4-(o-tolyl)-1,2-dihydroisoquinolin-7-yl)acetamide O=C1NC=C(C2=CC=C(C=C12)NC(C)=O)C1=C(C=CC=C1)C